2,5-bis(1,1-dimethylethyl)phenol CC(C)(C)C1=C(C=C(C=C1)C(C)(C)C)O